2-[(4-{3-[(4-methylphenyl)methyl]benzoyl}piperazin-1-yl)methyl]-1-{[(2S)-oxetan-2-yl]methyl}-1H-1,3-benzodiazole-6-carboxylic acid CC1=CC=C(C=C1)CC=1C=C(C(=O)N2CCN(CC2)CC2=NC3=C(N2C[C@H]2OCC2)C=C(C=C3)C(=O)O)C=CC1